[6-(2-methoxyethoxy)pyridazin-3-yl]amine COCCOC1=CC=C(N=N1)N